FC=1C=C2[C@@H]3C[C@H](CN3C=3C=CN4N=CC(C(NCCOC2=CC1)=O)=C4N3)O (4R,6S)-9-fluoro-4-hydroxy-13-oxa-2,16,20,21,24-pentaazapentacyclo[16.5.2.02,6.07,12.021,25]pentacosa-1(24),7,9,11,18(25),19,22-heptaen-17-one